[2-[(5-chlorothiazol-2-yl)carbamoyl]phenyl]-2-amino-3-methylpentanoate ClC1=CN=C(S1)NC(=O)C1=C(C=CC=C1)OC(C(C(CC)C)N)=O